The molecule is a catechin that is flavan carrying five hydroxy substituents at positions 3, 3', 4', 5 and 7 (the 2S,3S-stereoisomer). It has a role as a cyclooxygenase 1 inhibitor and a plant metabolite. It is a catechin and a polyphenol. It is an enantiomer of a (-)-epicatechin. C1[C@@H]([C@@H](OC2=CC(=CC(=C21)O)O)C3=CC(=C(C=C3)O)O)O